C1(=CC=CC=C1)C1=C(C=C(C#N)C(=C1)C1=CC=CC=C1)C#N 4,6-diphenyl-isophthalonitril